FC(CN1N=C(N=C1COC)NC(C1=C(C=CC=C1)C)=O)F N-(1-(2,2-difluoroethyl)-5-(methoxymethyl)-1H-1,2,4-triazol-3-yl)-2-methylbenzamide